racemic-methyl-2-(4-amino-3-(oxetan-3-yloxy)-1H-pyrazol-1-yl)propanoate COC([C@@H](C)N1N=C(C(=C1)N)OC1COC1)=O |r|